2-acetyl-2-azaadamantane-4,6,8-triol C(C)(=O)N1C2C(C3C(C(C(C1C3)O)C2)O)O